ClC1=C2C3=C(N=CN=C3C=C1C1=C3C=NNC3=CC=C1C)N1[C@@H](CO2)CN(CC1)C(=O)OC(C)(C)C Tert-butyl (8aR)-6-chloro-5-(5-methyl-1H-indazol-4-yl)-8a,9,11,12-tetrahydropyrazino[2',1':3,4][1,4]oxazepino[5,6,7-de]quinazoline-10(8H)-carboxylate